Tert-butyl (12aR)-8,10-difluoro-9-[2-methoxy-6-(trifluoromethyl)phenyl]-3,4,12,12a-tetrahydro-6H-pyrazino[2,1-c][1,4]benzoxazepine-2(1H)-carboxylate FC=1C(=C(C2=C(CN3[C@@H](CO2)CN(CC3)C(=O)OC(C)(C)C)C1)F)C1=C(C=CC=C1C(F)(F)F)OC